C[Si](CCOCN1N=CC=2C3=C(C=CC12)SC(=C3)C(C)=O)(C)C 1-(3-((2-(trimethylsilyl)ethoxy)methyl)-3H-thieno[3,2-e]indazol-7-yl)ethane-1-one